C(C)(C)(C)N1N=CC(=C1F)NC(C1=CC(=C(C=C1)C)C1=CC=2N(C(=C1)N1CCOCC1)N=C(N2)C)=O N-(1-(Tert-butyl)-5-fluoro-1H-pyrazol-4-yl)-4-methyl-3-(2-methyl-5-morpholino-[1,2,4]triazolo[1,5-a]pyridin-7-yl)benzamide